4-(4-(6-(2-fluorophenyl)pyridazin-4-yl)phenyl)piperazin FC1=C(C=CC=C1)C1=CC(=CN=N1)C1=CC=C(C=C1)N1CCNCC1